IC(S(=O)(=O)C1=CC=C(C=C1)C)I p-[(Diiodomethyl)sulfonyl]toluol